ethyl 6-ethyl-1,4-dihydropyridazine-5-carboxylate C(C)C1=C(CC=NN1)C(=O)OCC